CC1=CC=C(C=C1)C1(OC(OC1)=O)C=C 4-(4-methylphenyl)-4-vinyl-1,3-dioxolane-2-one